(S)-3-(benzyloxy)-6-(tert-butyl)-2-formyl-10-oxo-5,10-dihydro-6H-pyrido[1,2-H][1,7]Naphthyridine-9-carboxylic acid ethyl ester C(C)OC(=O)C=1C(C=C2N([C@@H](CC=3C=C(C(=NC23)C=O)OCC2=CC=CC=C2)C(C)(C)C)C1)=O